CS(=O)C=1N=CC2=C(N1)C(=NC(=C2)C#N)N2CCCCC2 2-(methylsulfinyl)-8-(piperidin-1-yl)pyrido[3,4-d]pyrimidine-6-carbonitrile